C(C(CCCC(CO)O)O)O 1,2,6,7-heptantetrol